C(CCC)C=1N(C(=C(C(N1)=O)CC1=CC=C(C=C1)C=1C(=NC(=CC1)F)C)O)C1=C(C=CC=C1CC)CC 2-butyl-1-(2,6-diethylphenyl)-5-{[4-(6-fluoro-2-methylpyridin-3-yl)phenyl]methyl}-6-hydroxy-1,4-dihydropyrimidin-4-one